O-(1-(1-(4-bromophenyl)-2-oxo-1,2-dihydropyridin-3-yl)-2,2,2-trifluoroethyl) S-methyl carbonodithioate C(OC(C(F)(F)F)C=1C(N(C=CC1)C1=CC=C(C=C1)Br)=O)(=S)SC